N1N=C(N=C1)NC(N)=O 3-(1H-1,2,4-triazol-3-yl)urea